(S)-5-fluoro-3-(trifluoromethyl)indol-3-ol FC=1C=C2[C@@](C=NC2=CC1)(O)C(F)(F)F